8-(isobutyryloxy)nonanal C(C(C)C)(=O)OC(CCCCCCC=O)C